ClC1=CC(=NC(=C1)OC)C1=NC(=NC(=N1)NC1=CC(=CC(=C1)F)F)NC(C)C 6-(4-chloro-6-methoxypyridin-2-yl)-N2-(3,5-difluorophenyl)-N4-isopropyl-1,3,5-triazine-2,4-diamine